3-(1,3-dioxo-2,3-dihydro-1H-isoindol-2-yl)butanoic acid O=C1N(C(C2=CC=CC=C12)=O)C(CC(=O)O)C